N-(4-(4-amino-5-(3-fluoro-4-((4-methylpyrimidin-2-yl)thio)phenyl)pyrazolo[5,1-f][1,2,4]triazin-6-yl)phenyl)-2-fluoroacrylamide NC1=NC=NN2C1=C(C(=N2)C2=CC=C(C=C2)NC(C(=C)F)=O)C2=CC(=C(C=C2)SC2=NC=CC(=N2)C)F